NCCNC(O)=O.C(C)(C)(C)C(CCN)NC(=O)OC(C)(C)C tert-butyl-N-(tert-butoxycarbonyl)-1,3-diaminopropane N-(2-aminoethyl)carbamate